C1(CC1)N1N=CC=C1C(CC(=O)OCC)=O ethyl 3-(1-cyclopropyl-1H-pyrazol-5-yl)-3-oxopropionate